BrCC1=CC(=NN1C1=CC=CC=C1)C1=CC=C(C=C1)OC 5-(bromomethyl)-3-(4-methoxyphenyl)-1-phenyl-1H-pyrazole